OC=1C=C(C=CC1O)CCC(=O)OCC#N Cyanomethyl β-(3,4-dihydroxyphenyl)propanoate